para-acetylAminophenol C(C)(=O)NC1=CC=C(C=C1)O